diethoxyethyl succinate (Diethoxyethyl succinate) C(C)OC(CC(C(=O)O)CC(=O)O)OCC.C(CCC(=O)O)(=O)OCC(OCC)OCC